BrC=1C=NC(=C(C#N)C1)N1CC(C1)(C)NC(C)C 5-bromo-2-(3-(isopropylamino)-3-methylazetidin-1-yl)nicotinonitrile